(E)-1-(2,6-dichlorophenyl)-4-((4-(4-(2-fluorovinyl)-4H-1,2,4-triazol-3-yl)phenyl)amino)-1H-pyrazole-3-carboxamide ClC1=C(C(=CC=C1)Cl)N1N=C(C(=C1)NC1=CC=C(C=C1)C1=NN=CN1\C=C\F)C(=O)N